S1(CC(C1)C(=O)O)(=O)=O thietane-3-carboxylic acid 1,1-dioxide